tert-butyl (2-hydroxy-2-(6-methoxypyridin-3-yl)ethyl)(2-hydroxyethyl)carbamate OC(CN(C(OC(C)(C)C)=O)CCO)C=1C=NC(=CC1)OC